C1C2N(CCN1CCCOC=1C=C3C(=NC=NC3=CC1OC)C1=CC=C(C=C1)NC(CC1=CC=C(C=C1)C(F)(F)F)=O)CCC2 N-(4-(6-(3-(hexahydropyrrolo[1,2-a]pyrazin-2(1H)-yl)propoxy)-7-methoxyquinazolin-4-yl)phenyl)-2-(4-(trifluoromethyl)phenyl)acetamide